ClC=1C2=C(N=CN1)OC(=C2)C=2C(=NC(=NC2)OC(C)(C)C)OC(C)(C)C 4-chloro-6-(2,4-ditert-butoxypyrimidin-5-yl)furo[2,3-d]pyrimidine